1-naphthaleneboronic acid di(but-3-yn-1-yl)(2,2,4-Trimethylhexane-1,6-diyl)dicarbamate C(CC#C)N(C(O)=O)CC(CC(CCN(C(O)=O)CCC#C)C)(C)C.C1(=CC=CC2=CC=CC=C12)B(O)O